4-Amino-1-(1-chloroisoquinolin-5-yl)-7-bromo-2-oxo-1,2-dihydroquinoline-3-carboxylic acid methyl ester COC(=O)C=1C(N(C2=CC(=CC=C2C1N)Br)C1=C2C=CN=C(C2=CC=C1)Cl)=O